1-[3-[5-bromo-2-(8-chloro-4-oxo-chromen-2-yl)phenoxy]propyl]-5-oxo-pyrrolidine-3-carboxylic acid BrC=1C=CC(=C(OCCCN2CC(CC2=O)C(=O)O)C1)C=1OC2=C(C=CC=C2C(C1)=O)Cl